N-(4-(4-amino-7-methyl-5-(4-(3,3,3-trifluoropropyl-sulfonyl)phenyl)-7H-pyrrolo[2,3-d]pyrimidin-6-yl)phenyl)methacrylamide (5-(difluoromethyl)pyridin-3-yl)borate FC(C=1C=C(C=NC1)OB(O)O)F.NC=1C2=C(N=CN1)N(C(=C2C2=CC=C(C=C2)S(=O)(=O)CCC(F)(F)F)C2=CC=C(C=C2)NC(C(=C)C)=O)C